2-phosphoglycolate P(=O)(O)(O)OCC(=O)[O-]